C(C1=CC=CC=C1)N1NC(C=C(C1=O)Br)=O 1-benzyl-5-bromo-1,2-dihydropyridazine-3,6-dione